(5-chloro-2-((2,5-dichloropyrimidin-4-yl)amino)phenyl)dimethylphosphine oxide ClC=1C=CC(=C(C1)P(C)(C)=O)NC1=NC(=NC=C1Cl)Cl